(S)-3-(((1,3-dioxolan-2-yl)-methyl)-(3-amino-4-cyclopropyl-2-oxobutyl)amino)-N,N-dimethylpropionamide O1C(OCC1)CN(CCC(=O)N(C)C)CC([C@H](CC1CC1)N)=O